(E)-1-(2,4-Dihydroxyphenyl)-3-(3-methoxy-4-phenylmethoxyphenyl)prop-2-en OC1=C(C=CC(=C1)O)C\C=C\C1=CC(=C(C=C1)OCC1=CC=CC=C1)OC